butyl-(5S)-5-({2-[4-(butoxycarbonyl)phenyl]ethyl}[2-(2-([3-chloro-4'-(trifluoromethyl)[biphenyl]-4-yl]methoxy)phenyl)ethyl]amino)-5,6,7,8-tetrahydroquinoline-2-carboxylate C(CCC)OC(=O)C1=NC=2CCC[C@@H](C2C=C1)N(CCC1=C(C=CC=C1)OCC1=C(C=C(C=C1)C1=CC=C(C=C1)C(F)(F)F)Cl)CCC1=CC=C(C=C1)C(=O)OCCCC